(S)-2-((N-cyclopropylsulfamoyl)amino)-N-(1-(9-ethynyl-1-oxo-2-phenyl-2,4,5,6-tetrahydro-1H-benzo[de]isoquinolin-3-yl)ethyl)pyrazolo[1,5-a]pyrimidine-3-carboxamide C1(CC1)NS(=O)(=O)NC1=NN2C(N=CC=C2)=C1C(=O)N[C@@H](C)C=1N(C(C=2C(=CC=C3C2C1CCC3)C#C)=O)C3=CC=CC=C3